FC1=C(C(=CC=C1)C)N1C[C@](CC1)(C)N1C(N(C=2C(C1)=CN(N2)C)CC2=C(C=CC=C2)C(F)(F)F)=O 5-[(R)-1-(2-Fluoro-6-methyl-phenyl)-3-methyl-pyrrolidin-3-yl]-2-methyl-7-(2-trifluoromethyl-benzyl)-2,4,5,7-tetrahydro-pyrazolo[3,4-d]pyrimidin-6-on